methyl 4-hydroxy-2-anisate OC=1C=C(C(C(=O)OC)=CC1)OC